2,2'-azobis{2-methyl-N-[1,1-bis(hydroxymethyl)-2-hydroxyethyl]propionamide} N(=NC(C(=O)NC(CO)(CO)CO)(C)C)C(C(=O)NC(CO)(CO)CO)(C)C